BrC=1C(=C(OCC2CC3(C2)CCN(CC3)CC(=O)NC3=CC=C2C(=NN(C2=C3)C)C3C(NC(CC3)=O)=O)C=CC1)C(F)(F)F 2-[2-[[3-bromo-2-(trifluoromethyl)phenoxy]methyl]-7-azaspiro[3.5]nonan-7-yl]-N-[3-(2,6-dioxo-3-piperidyl)-1-methyl-indazol-6-yl]acetamide